triethylphenyl-ammonium dichloroacetate ClC(C(=O)[O-])Cl.C(C)[N+](C1=CC=CC=C1)(CC)CC